FC(C)(F)C=1OC2=C(C1C(=NC(C)=O)C1=CC=CC=C1)C=CC=C2 N-((2-(1,1-Difluoroethyl)benzofuran-3-yl)(phenyl)methylene)acetamide